methyl 6-(cyclopropanecarbonylamino)-2-pyrrolidin-1-ylpyridine-3-carboxylate C1(CC1)C(=O)NC1=CC=C(C(=N1)N1CCCC1)C(=O)OC